ethyl (1r,4r)-4-(3-(5-chloropyridin-2-yl)-1-(2-isopropylphenyl)ureido)cyclohexane-1-carboxylate ClC=1C=CC(=NC1)NC(N(C1=C(C=CC=C1)C(C)C)C1CCC(CC1)C(=O)OCC)=O